FC(OC1=CC2=C(N=C(O2)C=2C(=C(C=CC2)C2=C(C=CC=C2)C)C)C=C1CN1CC(CC1)(C)CO)F 3'-(6-(difluoromethoxy)-5-((3-(hydroxymethyl)-3-methylpyrrolidin-1-yl)methyl)benzo[d]oxazol-2-yl)-2,2'-dimethyl-[1,1'-biphenyl]